ethyl 2-hydroxyisocaproate OC(C(=O)OCC)CC(C)C